N[C@@H]1[C@@H](CCCC1)C(=O)O |r| (±)-(1R,2S)-2-aminocyclohexane-1-carboxylic acid